BrC#CC(CCCC(=O)NCCCCCCNC(C1=C(C(=C(C=C1)F)F)NC1=C(C=C(C=C1)I)F)=O)Cl N-(6-(7-Bromo-5-chlorohept-6-ynamido)hexyl)-3,4-difluoro-2-((2-fluoro-4-iodophenyl)amino)benzamide